FC(C1=CC2=C(N(C=N2)C(=O)[O-])C=C1)(F)F 5-(trifluoromethyl)-1H-benzo[d]imidazole-1-carboxylate